N1=CN=CC(=C1)C[C@@H]1C[C@H](NC1)C(=O)O (2S,4R)-4-(pyrimidin-5-ylmethyl)pyrrolidine-2-carboxylic acid